2-(4-chloro-2-methoxyphenyl)-1-(4-fluoro-6-methoxy-5-methyl-1H-indol-3-yl)-2-((3-(2-hydroxyethoxy)-5-methoxyphenyl)amino)ethanone ClC1=CC(=C(C=C1)C(C(=O)C1=CNC2=CC(=C(C(=C12)F)C)OC)NC1=CC(=CC(=C1)OC)OCCO)OC